1-(1,1-difluoropropyl)-1H-pyrazolo[4,3-c]pyridine-6-carboxylic acid FC(CC)(F)N1N=CC=2C=NC(=CC21)C(=O)O